N1(CCCC1)C1=C(C=C(C=C1)/C=C/C(=O)C1=CC=C(C(=O)O)C=C1)C=1SC=CC1 4-[3E-(4-Pyrrolidin-1-yl-3-thiophen-2-yl-phenyl)-acryloyl]-benzoic acid